Trans-3-((5-(1-(2,2-difluoroethyl)-2-methyl-1H-benzo[d]imidazol-6-yl)-4-methoxypyrrolo[2,1-f][1,2,4]triazin-2-yl)amino)-N,1-dimethylcyclobutane-1-carboxamide FC(CN1C(=NC2=C1C=C(C=C2)C=2C=CN1N=C(N=C(C12)OC)NC1CC(C1)(C(=O)NC)C)C)F